C(C)(=O)O.C(C)(=O)N1CCN(CC1)C1CC(C1)NC(OC(C)(C)C)=O tert-butyl ((1r,3r)-3-(4-acetylpiperazin-1-yl)cyclobutyl)carbamate acetate